2,5-diacetylpyrazine C(C)(=O)C1=NC=C(N=C1)C(C)=O